ClC=1C=C2CCC[C@]3(C2=CC1)CN(C1=C(OC3)C=CC(=C1)CC(=O)OC(C)(C)C)CCCCC=C (S)-TERT-BUTYL 2-(6'-CHLORO-5-(HEX-5-EN-1-YL)-3',4,4',5-TETRAHYDRO-2H,2'H-SPIRO[BENZO[B][1,4]OXAZEPINE-3,1'-NAPHTHALEN]-7-YL)ACETATE